2-Ethyl-1,3,3-trimethyl-2-norbornanol C(C)C1(C2(CCC(C1(C)C)C2)C)O